COC1=CC=C(C=C1)C=1N=NSC1 4-(4-methoxyphenyl)-1,2,3-thiadiazole